Butyl 6-(imidazo[1,5-a]pyridin-1-yl)-2-azaspiro[3.4]oct-6-ene-2-carboxylate C=1(N=CN2C1C=CC=C2)C=2CC1(CN(C1)C(=O)OCCCC)CC2